methyl 2-(2-{[(5-methyl-1-benzofuran-2-yl)methyl]carbamoyl}-2,3-dihydro-1H-inden-2-yl)acetate CC=1C=CC2=C(C=C(O2)CNC(=O)C2(CC3=CC=CC=C3C2)CC(=O)OC)C1